OC=CO Dihydroxyethylen